5-((2-(6,8-dioxa-2-azaspiro[3.5]nonan-7-yl)ethyl)(2,3-difluoro-4-methoxybenzyl)amino)picolinonitrile C1NCC12COC(OC2)CCN(C=2C=CC(=NC2)C#N)CC2=C(C(=C(C=C2)OC)F)F